3,7-Dimethyl-6-octenyl α-hydroxyisobutyrate OC(C(=O)OCCC(CCC=C(C)C)C)(C)C